methyl (S)-4-nitro-3-((oxetane-2-ylmethyl)amino)benzoate [N+](=O)([O-])C1=C(C=C(C(=O)OC)C=C1)NC[C@H]1OCC1